4-vinylbenzyl-triethylammonium bromide [Br-].C(=C)C1=CC=C(C[N+](CC)(CC)CC)C=C1